N[C@H]1[C@@H](CC(CC1)(C)C)C1=C(C2=NC(=CC(=C2S1)NCC=1SC=CC1)Cl)Br 2-((1R,2R)-2-amino-5,5-dimethylcyclohexyl)-3-bromo-5-chloro-N-(thiophen-2-ylmethyl)thieno[3,2-b]pyridin-7-amine